N-(5-(4-(trifluoromethyl)phenethoxy)-1H-indol-3-yl)-3,4-dihydroisoquinoline-2(1H)-carboxamide FC(C1=CC=C(CCOC=2C=C3C(=CNC3=CC2)NC(=O)N2CC3=CC=CC=C3CC2)C=C1)(F)F